C(=O)(OC(C)(C)C)N1CNC(C=C1)=O N-Bocpyrimidine-4(3H)-one